C[Si](C)(C)C=1NSSC1 trimethylsilyl-dithiazole